(R)-3-(6-(1-cyclopropyl-3-methyl-1H-pyrazol-4-yl)pyridin-3-yl)-5-(1-(3,5-dichloropyridin-4-yl)ethoxy)-1H-pyrazolo[4,3-b]pyridine C1(CC1)N1N=C(C(=C1)C1=CC=C(C=N1)C1=NNC=2C1=NC(=CC2)O[C@H](C)C2=C(C=NC=C2Cl)Cl)C